Cyanosulfonamide C(#N)S(=O)(=O)N